ethyl (E)-3-(7-morpholino-5-(3-(m-tolyl)-1H-pyrazol-1-yl)pyrazolo[1,5-a]pyrimidin-2-yl)acrylate O1CCN(CC1)C1=CC(=NC=2N1N=C(C2)/C=C/C(=O)OCC)N2N=C(C=C2)C=2C=C(C=CC2)C